C(C)(C)(C)OC(=O)NCC=1C=C(C=CC1)C1=CC(=CC=C1)C1CC=CC=C1 3-(3'-(((tert-butoxycarbonyl)amino)methyl)-[1,1'-biphenyl]-3-yl)-2,3-dihydrobenzene